(S)-tert-butyl (1-oxopropan-2-yl)carbamate O=C[C@H](C)NC(OC(C)(C)C)=O